N-(4-morpholinophenyl)pyridine-4-amine O1CCN(CC1)C1=CC=C(C=C1)NC1=CC=NC=C1